CCCCCCCCC(CCCCCCCC)OC(CCCCCCC=O)=O 9-heptadecyl-8-oxooctanoate